C(C(O)C)(=O)O.CCN1C(C=2C(=C(C(=NC2C)C)C)C)(CCC1)C hexamethylnicotine lactate